COC=1C=C(C=CC1OC)C=CC(C)=O 4-(3,4-Dimethoxyphenyl)-3-buten-2-one